(R)-2-(4-cyclopropyl-6-((1-ethylpiperidin-3-yl)amino)pyridazin-3-yl)-5-ethynylphenol C1(CC1)C1=C(N=NC(=C1)N[C@H]1CN(CCC1)CC)C1=C(C=C(C=C1)C#C)O